chloropyrazino-phenanthroline ClC1=NC2=C3N=C4C(=CC3=CC=C2C=C1)N=CC=N4